6-Chloro-1-ethyl-2-(pyrimidin-5-yl)-1H-indol ClC1=CC=C2C=C(N(C2=C1)CC)C=1C=NC=NC1